(2S,3R)-2-amino-3-carbamimidamido-butanoic acid N[C@H](C(=O)O)[C@@H](C)NC(=N)N